Hydroxyanisol OC1=C(C=CC=C1)OC